6-(1-(ethyl-d5)-1H-pyrazol-4-yl)pyrazolo[1,5-a]pyridine-3-carbonitrile C(C([2H])([2H])[2H])(N1N=CC(=C1)C=1C=CC=2N(C1)N=CC2C#N)([2H])[2H]